3-chloro-N-[2,6-difluoro-4-[2-(5-fluoro-3-pyridinyl)ethynyl]phenyl]benzenesulfonamide ClC=1C=C(C=CC1)S(=O)(=O)NC1=C(C=C(C=C1F)C#CC=1C=NC=C(C1)F)F